rac-(3S,4R,5R)-3-(benzyloxycarbonylamino)-4-fluoro-5-methoxy-piperidine-1-carboxylic acid tert-butyl ester C(C)(C)(C)OC(=O)N1C[C@@H]([C@H]([C@@H](C1)OC)F)NC(=O)OCC1=CC=CC=C1 |r|